N1=CNC(C2=CC=CC=C12)=O (E)-3H-quinazolin-4-one